C(C)[C@]1(C(OCC=2C(N3CC=4C(=NC=5C=C(C(=C6C5C4[C@H](CC6)NC(C[C@@H](C)O)=O)C)F)C3=CC21)=O)=O)O (R)-N-((1S,9S)-9-ethyl-5-fluoro-9-hydroxy-4-methyl-10,13-dioxo-2,3,9,10,13,15-hexahydro-1H,12H-benzo[de]pyrano[3',4':6,7]indolizino[1,2-b]quinolin-1-yl)-3-hydroxybutanamide